C(C1=CC=CC=C1)OC=1C(=C(C=C(C1C(=O)N1CC2=CC=C(C=C2C1)CN1CCNCC1)C1=C(C=CC(=C1)C)S(=O)(=O)[O-])C1=C(C=CC(=C1)C)S(=O)(=O)[O-])C 5-(Benzyloxy)-4-methyl-6-(5-(piperazin-1-ylmethyl) isoindoline-2-carbonyl)-1,3-phenylenedi(4-methylbenzenesulfonate)